O1CCN(CC1)CCOC=1C=C(C=CC1)C=1C=CC=C2C(=NC(=NC12)NC=1C=NC(=CC1)N1CCOCC1)N 8-(3-(2-Morpholinoethoxy)phenyl)-N2-(6-Morpholinopyridin-3-yl)quinazoline-2,4-diamine